5-(3-(5-Benzoyl-1H-imidazol-2-yl)-4-fluorophenoxy)-6-fluoro-4-methyl-1H-indole-3-carbaldehyde C(C1=CC=CC=C1)(=O)C1=CN=C(N1)C=1C=C(OC=2C(=C3C(=CNC3=CC2F)C=O)C)C=CC1F